hexafluoroacetone sesquihydrate O.FC(C(=O)C(F)(F)F)(F)F.O.O.FC(C(=O)C(F)(F)F)(F)F